N-([2-methyl-8-[4-(trifluoromethyl)phenyl]pyrazolo[3,4-b]indol-5-yl]methyl)prop-2-enamide CN1N=C2N(C3=CC=C(C=C3C2=C1)CNC(C=C)=O)C1=CC=C(C=C1)C(F)(F)F